tert-butyl 4-((1-(3-(2,6-dioxopiperidin-3-yl)-1-methyl-1H-indazol-7-yl)azetidin-3-yl)methyl)piperidine-1-carboxylate O=C1NC(CCC1C1=NN(C2=C(C=CC=C12)N1CC(C1)CC1CCN(CC1)C(=O)OC(C)(C)C)C)=O